BrC=1C=C(C=O)C=CC1OCC=1SC=C(C1)Br 3-BROMO-4-[(4-BROMOTHIOPHEN-2-YL)METHOXY]BENZALDEHYDE